BrC=1C=C(C=CC1)N1N=NN=C1CN(C)C1CCCCC1 N-((1-(3-bromophenyl)-1H-tetrazol-5-yl)methyl)-N-methylcyclohexylamine